1-(octahydro-2,3,8,8-tetramethyl-2-naphthalenyl)-1-ethanone CC1(CC2C(CCCC2CC1C)(C)C)C(C)=O